CC1(C2=CC=CC=C2N(C=2C=CC=CC12)C1=CC(=CC=C1)N1C=2C=CC=CC2C(C2=CC=CC=C12)(C)C)C 1,3-bis(9,9-dimethylacridine-10(9H)-yl)benzene